1,1,2,2-tetrahydroperfluorodecyl acrylate C=CC(=O)OCCC(C(C(C(C(C(C(C(F)(F)F)(F)F)(F)F)(F)F)(F)F)(F)F)(F)F)(F)F